2-(4-aminophenyl)-5-aminophenyloxazole NC1=CC=C(C=C1)C1=C(C=C(C=C1)N)C=1OC=CN1